3-phenyl-7-(3'-methylpyrazolyl)coumarin methyl-N-(2,6-dimethylphenyl)-N-(5-isoxazolylcarbonyl)-DL-alaninate COC([C@@H](N(C(=O)C1=CC=NO1)C1=C(C=CC=C1C)C)C)=O.C1(=CC=CC=C1)C=1C(OC2=CC(=CC=C2C1)C=1C(=NNC1)C)=O |r|